5-methyl-indole-6-carboxylic acid pyrazinyl ester N1=C(C=NC=C1)OC(=O)C1=C(C=C2C=CNC2=C1)C